BrC=1C=CC(=C(C1)O)CC 5-bromo-2-ethylphenol